FC(=C(C(F)(F)F)F)OC(=C(F)C(F)(F)F)F perfluoro(Methyl vinyl) ether